N-(5-((5-bromo-2-((2-methoxy-5-methyl-4-(4-(4-methylpiperazin-1-yl)piperidin-1-yl)phenyl)Amino)pyrimidin-4-yl)amino)benzo[d][1,3]dioxol-4-yl)-N-methylmethanesulfonamide BrC=1C(=NC(=NC1)NC1=C(C=C(C(=C1)C)N1CCC(CC1)N1CCN(CC1)C)OC)NC1=C(C2=C(OCO2)C=C1)N(S(=O)(=O)C)C